6-fluoro-5-(4-{[5-fluoro-2-(methylamino)-3-oxo-4H-quinoxalin-6-yl]methyl}piperazin-1-yl)-N-methylpyridin-2-carboxamide FC1=C(C=CC(=N1)C(=O)NC)N1CCN(CC1)CC=1C(=C2NC(C(=NC2=CC1)NC)=O)F